2-(4-(3,4-difluorobenzyl)-2-(2-isopropylphenyl)piperazin-1-yl)-7-azaspiro[3.5]nonane FC=1C=C(CN2CC(N(CC2)C2CC3(C2)CCNCC3)C3=C(C=CC=C3)C(C)C)C=CC1F